N-[5-[[[2-bromo-6-chloro-4-[1,2,2,3,3,3-hexafluoro-1-(trifluoromethyl)propyl]phenyl]amino]carbonyl]-2-cyano-phenyl]-4-cyano-2-methyl-benzamide BrC1=C(C(=CC(=C1)C(C(C(F)(F)F)(F)F)(C(F)(F)F)F)Cl)NC(=O)C=1C=CC(=C(C1)NC(C1=C(C=C(C=C1)C#N)C)=O)C#N